ClC1CSC2=CC=C(C=C2C1)Cl 3,6-dichlorothiochroman